COC(=O)C=1N(C(=CC1)C#C[Si](C)(C)C)C 1-methyl-5-((trimethylsilyl)ethynyl)-1H-pyrrole-2-carboxylic acid methyl ester